C(C(=C)C)(=O)OCC(COC(C=C)=O)O (dl)-2-hydroxy-3-acryloyloxypropyl methacrylate